methyl (6-(benzyloxy)-7-(4-chlorophenyl)-7H-pyrazolo[4,3-c][1,2,4]triazolo[1,5-a]pyridine-5-carbonyl)glycinate C(C1=CC=CC=C1)OC=1C2=C(C=3N(C1C(=O)NCC(=O)OC)N=CN3)C=NN2C2=CC=C(C=C2)Cl